1-(2-chloro-4-((6-methoxy-7-(3-(pyrrolidin-1-yl)propoxy)quinazolin-4-yl)oxy)phenyl)-3-(p-tolyl)urea ClC1=C(C=CC(=C1)OC1=NC=NC2=CC(=C(C=C12)OC)OCCCN1CCCC1)NC(=O)NC1=CC=C(C=C1)C